ClC1=C(C(=CC=C1)C)C1=NC2=C(N1C(C(=O)NC1CCCCC1)C1CCCCC1)C=CC=C2 2-[2-(2-chloro-6-methyl-phenyl)-benzimidazol-1-yl]-2,N-dicyclohexyl-acetamide